COC1=CC=C(C=C1)/C=C/C(=O)O (2E)-3-(4-methoxyphenyl)acrylic acid